FC1=CC=C(C=C1)[C@H]1NOCC1 (3S)-3-(4-fluorophenyl)isoxazolidine